5-(4-(4-(2,3-dimethylphenyl)piperazin-1-yl)butoxy)-1,1a,3,7b-tetrahydro-2H-cyclopropa[c]quinolin-2-one CC1=C(C=CC=C1C)N1CCN(CC1)CCCCOC=1C=CC=2C3C(C(NC2C1)=O)C3